N-((6-cyanopyridin-3-yl)methyl)-5-hydroxy-2-(4-(3-methoxypropanoyl)piperazin-1-yl)-1,7-naphthyridine-6-carboxamide C(#N)C1=CC=C(C=N1)CNC(=O)C=1C(=C2C=CC(=NC2=CN1)N1CCN(CC1)C(CCOC)=O)O